CC1=CC=C(C=C1)S(=O)(=O)NCCC=O 4-methyl-N-(3-oxopropyl)benzenesulfonamide